6-((1-((1-hydroxy-3-methoxy-2-methylpropan-2-yl)sulfonyl)cyclopropyl)methyl)-1-methyl-7-oxo-4,5,6,7-tetrahydro-1H-pyrazolo[3,4-c]pyridine-3-carboxamide OCC(COC)(C)S(=O)(=O)C1(CC1)CN1C(C2=C(CC1)C(=NN2C)C(=O)N)=O